NC1CC(CC1)C1=NN(C(=C1)NC1=NC=CC=N1)C(C)(C)C N-(3-(3-aminocyclopentyl)-1-(tert-butyl)-1H-pyrazol-5-yl)pyrimidin-2-amine